tert-Butyl 2-(5-fluoro-6-vinylquinazolin-4-yl)-2,7-diazaspiro[3.5]nonane-7-carboxylate FC1=C2C(=NC=NC2=CC=C1C=C)N1CC2(C1)CCN(CC2)C(=O)OC(C)(C)C